6-[5-[(1S)-1-[[6-chloro-8-(trifluoromethyl)quinazolin-4-yl]amino]ethyl]-1,2,4-triazol-1-yl]pyrimidine-4-carboxamide ClC=1C=C2C(=NC=NC2=C(C1)C(F)(F)F)N[C@@H](C)C1=NC=NN1C1=CC(=NC=N1)C(=O)N